tert-butyl (1S,4S)-5-[3-carbamoyl-2-(4-phenoxyphenyl)-2H-pyrazolo[4,3-b]pyridin-7-yl]-2,5-diazabicyclo[2.2.1]heptane-2-carboxylate C(N)(=O)C=1N(N=C2C1N=CC=C2N2[C@@H]1CN([C@H](C2)C1)C(=O)OC(C)(C)C)C1=CC=C(C=C1)OC1=CC=CC=C1